CC(C(=O)N1CCC(CC1)CN1C[C@@H](C([C@@H](C1)O)O)O)(C)C 2,2-dimethyl-1-(4-(((3s,4r,5r)-3,4,5-trihydroxypiperidin-1-yl)methyl)piperidin-1-yl)propan-1-one